2-fluoro-4-chloroaniline FC1=C(N)C=CC(=C1)Cl